O[C@@H]1CN(CC[C@@]12NCC1=CC=CC=C1C2)C(=O)C=2C(=NC(=CC2)C)OC [(3R,3'R)-3'-hydroxy-1,4-dihydro-1'H,2H-spiro[isoquinoline-3,4'-piperidin]-1'-yl](2-methoxy-6-methyl-3-pyridinyl)methanone